2,3-dihydro-1,5-benzothiazepine-3-Yl-carbamic acid tert-butyl ester C(C)(C)(C)OC(NC1CSC2=C(N=C1)C=CC=C2)=O